9-[(3'-dibenzothiophen-4-yl)biphenyl-4-yl]naphtho[1',2':4,5]furo[2,3-b]Pyrazine C1=CC=C(C=2SC3=C(C21)C=CC=C3)C=3C=C(C=CC3)C3=CC=C(C=C3)C3=CN=C2C(=N3)OC3=C2C=2C=CC=CC2C=C3